2-(3-(4-((2-(4-Methoxyphenyl)quinolin-4-yl)amino)piperidin-1-yl)propyl)isoindoline-1,3-dione COC1=CC=C(C=C1)C1=NC2=CC=CC=C2C(=C1)NC1CCN(CC1)CCCN1C(C2=CC=CC=C2C1=O)=O